1-(5-aminopyrimidin-2-yl)-2-methylpropan-2-ol NC=1C=NC(=NC1)CC(C)(O)C